methyl 1-(5-bromo-2-chloro-phenyl)pyrazole-4-carboxylate BrC=1C=CC(=C(C1)N1N=CC(=C1)C(=O)OC)Cl